1,1,2,3-tetramethyl-1H-benzo(E)indole hexafluorophosphate F[P-](F)(F)(F)(F)F.CC1(C(N(C=2C=CC3=C(C12)C=CC=C3)C)C)C